CC(C)N1N=CC(=C1)C1=NN2C(=NC=3C(=CC=CC3C2=N1)OC(F)(F)F)NC=1C(N=CC=CC1)=O (3R)-3-({2-[1-(propan-2-yl)-1H-pyrazol-4-yl]-7-(trifluoromethoxy)[1,2,4]triazolo[1,5-c]quinazolin-5-yl}amino)azepin-2-one